6-(3-(2-hydroxybutyl)ureido)-2,3-diphenylquinoline-4-carboxamide OC(CNC(NC=1C=C2C(=C(C(=NC2=CC1)C1=CC=CC=C1)C1=CC=CC=C1)C(=O)N)=O)CC